N-(3-(5-(2,3-Dihydrobenzo[d][1,3]dioxin-6-yl)-1H-pyrrolo[2,3-b]pyridin-3-carbonyl)-2-fluorophenyl)butan-1-sulfonamid O1COCC2=C1C=CC(=C2)C=2C=C1C(=NC2)NC=C1C(=O)C=1C(=C(C=CC1)NS(=O)(=O)CCCC)F